2,4-bis(1,1,2,2-tetrafluoroethyl)-4,5,5-trifluoro-1,3-dioxolane FC(C(F)F)(F)C1OC(C(O1)(F)C(C(F)F)(F)F)(F)F